2-fluoro-5-(4-oxo-3,4-dihydro-phthalazin-1-ylmethyl)-benzoic acid FC1=C(C(=O)O)C=C(C=C1)CC1=NNC(C2=CC=CC=C12)=O